O=C1N2C(OC13CCN(CC3)C3=CC=C(C=1N3N=CN1)C#N)CCC2C2=NC=CN=C2 5-[3'-oxo-5'-(pyrazin-2-yl)tetrahydro-1H,3'H-spiro[piperidine-4,2'-pyrrolo[2,1-b][1,3]oxazol]-1-yl][1,2,4]triazolo[1,5-a]pyridine-8-carbonitrile